(7-oxo-2,6-diazaspiro[3.4]octane-6-yl)benzoic acid methyl ester hydrochloride Cl.COC(C1=C(C=CC=C1)N1CC2(CNC2)CC1=O)=O